6-methyl-4-oxo-5,6,7,8-tetrahydropyrido[3,4-d]pyrimidin CC1CC2=C(N=CNC2=O)CN1